N1C=C(C2=CC=CC=C12)CC(=O)O 2-(3-indolyl)acetic acid